C(C)N1C(=O)N(C=2N=CN(C2C1=O)CC)C 1,7-diethyl-3-methylxanthine